FC1=C(CN2C(C3=NC=CC=C3C2=O)([2H])[2H])C=CC(=C1)C1=CC=2C(N=C1)=NN(C2)C 6-(2-fluoro-4-(2-methyl-2H-pyrazolo[3,4-b]pyridin-5-yl)benzyl)-6,7-dihydro-5H-pyrrolo[3,4-b]pyridin-5-one-7,7-d2